BrN(S(=O)(=O)C1=CC(=CC=C1)S(=O)(=O)N(Br)Br)Br N,N,N',N'-tetrabromobenzene-1,3-disulfonamide